OCC1CCC1 3-hydroxymethyl-cyclobutane